ClC1=CC(=C(C=C1)NC(C)=O)C1=C(C=CC=C1)Cl N-(4-chloro-2-(2-chlorophenyl)phenyl)acetamide